3-[2-[[(3S)-3-piperidyl]amino]-5-(trifluoromethyl)pyrimidin-4-yl]-7-pyridazin-4-yl-1H-indole-6-carbonitrile N1C[C@H](CCC1)NC1=NC=C(C(=N1)C1=CNC2=C(C(=CC=C12)C#N)C1=CN=NC=C1)C(F)(F)F